ClC1=C(C(=NC(=C1)Cl)C)C#N 4,6-dichloro-2-methyl-pyridine-3-carbonitrile